C(C)C(C=CCCCCC(=O)O)CCCC 8-ethyldodec-6-enoic acid